(R)-2-(N-[4-amino-5-(4-benzyloxybenzoyl)thiazol-2-yl]-3,4-difluoro-anilino)propionamide NC=1N=C(SC1C(C1=CC=C(C=C1)OCC1=CC=CC=C1)=O)N(C1=CC(=C(C=C1)F)F)[C@@H](C(=O)N)C